undecandioic acid C(CCCCCCCCCC(=O)O)(=O)O